C1(CCCC1)NC1=CC=C(C=C1)[C@@H]1N(CCC[C@@H]1C(=O)NC1=CC(=C(C=C1)C)C(F)(F)F)CC1=C(C=CC=C1C)F (2R,3S)-2-[4-(cyclopentylamino)phenyl]-1-[(2-fluoro-6-methyl-phenyl)methyl]-N-[4-methyl-3-(trifluoromethyl)phenyl]piperidine-3-carboxamide